ClC=1C(=NC(=NC1)NC1CCOCC1)C1=CC=C2CN(C(C2=C1)=O)CC(=O)N1C(CCC1)C 6-{5-chloro-2-[(oxacyclohex-4-yl)amino]pyrimidin-4-yl}-2-[2-(2-methylpyrrolidin-1-yl)-2-oxoethyl]-2,3-dihydro-1H-isoindol-1-one